C(#N)C1CC(C1)C1=NN(C2=C1C=NC(=C2)NC(=O)N)C2=NC(=CC(=C2)C)[C@@]2(COCC2)OC (S)-1-(3-(3-Cyanocyclobutyl)-1-(6-(3-methoxytetrahydrofuran-3-yl)-4-methylpyridin-2-yl)-1H-pyrazolo[4,3-c]pyridin-6-yl)urea